2-(4-(2-(2-Amino-2-oxoethyl)-2H-tetrazol-5-yl)phenyl)-N-(5-chlorothiazol-2-yl)-2-(3,3-difluorocyclopentyl)acetamide NC(CN1N=C(N=N1)C1=CC=C(C=C1)C(C(=O)NC=1SC(=CN1)Cl)C1CC(CC1)(F)F)=O